C(C)N(S(=O)(=O)C1=CC=C(C=C1)[N+](=O)[O-])C N-ethyl-N-methyl-4-nitrobenzenesulfonamide